((1S,6R,7R)-3-(3-(2-chloro-4-(oxazol-2-yl)phenyl)-1H-pyrazolo[3,4-b]pyrazin-6-yl)-7-(2-fluorophenyl)-3-azabicyclo[4.1.0]heptan-7-yl)methanamine ClC1=C(C=CC(=C1)C=1OC=CN1)C1=NNC2=NC(=CN=C21)N2C[C@@H]1[C@]([C@@H]1CC2)(C2=C(C=CC=C2)F)CN